FC=1C=C(C(=O)N2CCC(CC2)C2=CC=C(N=N2)N)C=CC1OC1=CC=C(C=C1)F 6-{1-[3-Fluoro-4-(4-fluorophenoxy)benzoyl]piperidin-4-yl}pyridazin-3-amine